ClC1=C(OCC(=O)OC(C)(C)C)C(=CC(=C1)C(C)(C1=CC=C(C=C1)OCC1=NC(=NC=C1)S(=O)(=O)C)C)C#N tert-butyl 2-[2-chloro-6-cyano-4-[1-methyl-1-[4-[(2-methylsulfonylpyrimidin-4-yl)methoxy]phenyl]ethyl]phenoxy]acetate